BrC1=C(C=CC(=C1)Cl)OCCOC 2-Bromo-4-chloro-1-(2-methoxyethoxy)benzene